C(C)(=O)N=C1C=CC(C=C1)=O N-acetyl-para-benzoquinone imine